COC=1C=C(C=CC1)C=1C=C(SC1)C=NS(=O)(=O)C1=CC=C(C=C1)C N-((4-(3-methoxyphenyl)thiophen-2-yl)methylene)-4-methylbenzenesulfonamide